tert-butyl 2-[(2S)-1-(benzyloxy)-3-methyl-1-oxobutan-2-yl]-1-oxo-2,8-diazaspiro[4.5]decane-8-carboxylate C(C1=CC=CC=C1)OC([C@H](C(C)C)N1C(C2(CC1)CCN(CC2)C(=O)OC(C)(C)C)=O)=O